(R)-6-methoxy-1-tosyl-6-(trifluoromethyl)-4,5,6,7-tetrahydro-1H-indole CO[C@@]1(CCC=2C=CN(C2C1)S(=O)(=O)C1=CC=C(C)C=C1)C(F)(F)F